1-(4-carbamoyl-5-methyl-pyrimidin-2-yl)piperidine-4-carboxylic acid methyl ester COC(=O)C1CCN(CC1)C1=NC=C(C(=N1)C(N)=O)C